NC1=NC(=NC=C1C=1N=CN(C1)C1C(C(C(O1)CO)O)(C)F)F 5-(4-(4-amino-2-fluoropyrimidin-5-yl)-1H-imidazol-1-yl)-4-fluoro-2-(hydroxymethyl)-4-methyltetrahydrofuran-3-ol